4-(7-fluoro-benzoimidazol-2-yl)-N-methyl-1,2,5-thiadiazol-3-amine FC1=CC=CC2=C1N=C(N2)C=2C(=NSN2)NC